O[C@H]1CNCC[C@@H]1C(=O)N1CCN(CC1)C(=O)C1=C(C=C(NC=2C=3N(C=CN2)C(=CN3)C=3C(=NN(C3)CC#N)C(F)(F)F)C=C1)C 2-[4-[8-[4-[4-[(3R,4S)-3-hydroxypiperidine-4-carbonyl]piperazine-1-carbonyl]-3-methylanilino]imidazo[1,2-a]pyrazin-3-yl]-3-(trifluoromethyl)pyrazol-1-yl]acetonitrile